ClC=1C(=CC2=C(OCCN(S2(=O)=O)[C@@H](C(C)C2=C(C(=CC=C2F)C)C)C=2OC(NN2)=O)C1)CO 7-chloro-2-[(1S)-2-(6-fluoro-2,3-dimethylphenyl)-1-(5-oxo-4H-1,3,4-oxadiazol-2-yl)propyl]-8-(hydroxymethyl)-3,4-dihydro-5,1lambda6,2-benzoxathiazepine-1,1-dione